FC(C(=O)N1[C@@H](CN(CC1)C=1N=CC2=C(N1)C(=NC=N2)NC2=CC(=C(C=C2)OC2=CC1=C(N(N=N1)C)C=C2)C)COC)=C (S)-2-fluoro-1-(2-(methoxymethyl)-4-(8-((3-methyl-4-((1-methyl-1H-benzo[d][1,2,3]triazol-5-yl)oxy)phenyl)amino)pyrimido[5,4-d]pyrimidin-2-yl)piperazin-1-yl)prop-2-en-1-one